BrC(C(=O)C1=CC=C(C=C1)OC(C)(C)C)(F)F 2-bromo-1-(4-(tert-butoxy)phenyl)-2,2-difluoroethan-1-one